methyl (2S)-4-[3-(p-tolylsulfonyloxy) propoxy]pyrrolidine-1,2-dicarboxylate C1(=CC=C(C=C1)S(=O)(=O)OCCCOC1C[C@H](N(C1)C(=O)OC)C(=O)[O-])C